C(C)(C)NCC1=CC=C(C[C@H](N)C(=O)O)C=C1 4-[(isopropylamino)methyl]phenylalanine